1-(2-(trifluoromethyl)phenyl)piperazine FC(C1=C(C=CC=C1)N1CCNCC1)(F)F